C(C)C=1N=C2N(C=C(C=C2)C=2C=NC(=NC2)CC(=O)N2C[C@@H](CC2)O)C1N(C=1SC(=C(N1)C1=CC=C(C=C1)F)C#N)C (R)-2-((2-ethyl-6-(2-(2-(3-hydroxypyrrolidin-1-yl)-2-oxoethyl)pyrimidin-5-yl)imidazo[1,2-a]pyridin-3-yl)(methyl)amino)-4-(4-fluorophenyl)thiazole-5-carbonitrile